O=C1NC(CCC1NC1=CC=C(C=C1)CCCCCCN1CCC(CC1)C=1N=C2N(C=C(C(=C2)OC(C)C)NC(=O)C2=NC(=CC=C2)C(F)(F)F)C1)=O N-[2-[1-[6-[4-[(2,6-dioxo-3-piperidyl)amino]phenyl]hexyl]-4-piperidyl]-7-isopropoxy-imidazo[1,2-a]pyridin-6-yl]-6-(trifluoromethyl)pyridine-2-carboxamide